1-(3-[4-butylpiperidino]propyl)-1,3-dihydrobenzimidazol-2-one C(CCC)C1CCN(CC1)CCCN1C(NC2=C1C=CC=C2)=O